N1=CC(=CC=C1)C=CC=1C(=NC=CC1)N (1-(3-pyridyl)-2-(2-amino-3-pyridyl)ethylene)